3-iodo-9H-carbazole-1,2,4,5,6,7,8-d7 IC1=C(C(=C2NC3=C(C(=C(C(=C3C2=C1[2H])[2H])[2H])[2H])[2H])[2H])[2H]